ClC1=C(C=CC(=C1)C(F)(F)F)C1=CC=C(C=C1)C(=O)NC1=CC(=C(C=C1)O)NS(=O)(=O)C=1SC=CC1 2'-chloro-N-(4-hydroxy-3-(thiophene-2-sulfonylamino)phenyl)-4'-(trifluoromethyl)-[1,1'-biphenyl]-4-carboxamide